1-(6-(Aminomethyl)-4-fluoropyridazin-3-yl)dihydropyrimidine-2,4(1H,3H)-dione NCC1=CC(=C(N=N1)N1C(NC(CC1)=O)=O)F